6-Chloro-3-((1-(2-((1R,5S,6r)-6-hydroxy-3-azabicyclo[3.1.0]hexan-3-yl)-3,6-dimethyl-4-oxo-3,4-dihydroquinazolin-8-yl)ethyl)amino)picolinic acid ClC1=CC=C(C(=N1)C(=O)O)NC(C)C=1C=C(C=C2C(N(C(=NC12)N1C[C@@H]2C([C@@H]2C1)O)C)=O)C